(4-cyclopropyl-2-(4-((3S,4S)-3,4-dihydroxypyrrolidin-1-yl)-2-fluorophenyl)thieno[2,3-b]pyridin-6-yl)((R)-1-methyl-3,4-dihydroisoquinolin-2(1H)-yl)methanone C1(CC1)C1=C2C(=NC(=C1)C(=O)N1[C@@H](C3=CC=CC=C3CC1)C)SC(=C2)C2=C(C=C(C=C2)N2C[C@@H]([C@H](C2)O)O)F